5-(4-cyclopropylphenyl)-3-(ethylsulfonyl)-2-[1-(oxetan-3-yl)-6-(trifluoromethyl)-3aH,4H-pyrrolo[3,2-b]pyridin-2-yl]pyridine C1(CC1)C1=CC=C(C=C1)C=1C=C(C(=NC1)C1=CC2NC=C(C=C2N1C1COC1)C(F)(F)F)S(=O)(=O)CC